ethylhexyl 2-cyano-3,3-diphenyl-acrylate C(#N)C(C(=O)OC(CCCCC)CC)=C(C1=CC=CC=C1)C1=CC=CC=C1